(2'S,6'S)-1'-benzyl-1-[(4-methoxyphenyl)methyl]-2',5-dimethyl-6'-(1-methyltriazol-4-yl)spiro[indoline-3,4'-piperidine]-2-one C(C1=CC=CC=C1)N1[C@H](CC2(C[C@H]1C=1N=NN(C1)C)C(N(C1=CC=C(C=C12)C)CC1=CC=C(C=C1)OC)=O)C